CCCCC(N)N PENTANEDIAMINE